4-bromo-3-(6-carbamoyl-7-methoxy-1H-benzo[d]imidazol-2-yl)-7-fluorobenzo[b]thiophene-2-carboxylic acid ethyl ester C(C)OC(=O)C1=C(C2=C(S1)C(=CC=C2Br)F)C2=NC1=C(N2)C(=C(C=C1)C(N)=O)OC